thiazolo[5,4-e][1,2,4]triazolo[1,5-c]pyrimidin-2(3H)-one S1C(NC2=C1C=1N(C=N2)N=CN1)=O